Pentafluoro-(2-(but-3-yn-1-yloxy)-2,2-diphenylethyl)-λ6-sulphane FS(CC(C1=CC=CC=C1)(C1=CC=CC=C1)OCCC#C)(F)(F)(F)F